6-(2-methoxyethoxymethyl)-5-(2-trimethylsilylethoxymethyl)-3H-pyrrolo[3,2-d]pyrimidin-4-one COCCOCC1=CC=2N=CNC(C2N1COCC[Si](C)(C)C)=O